C(C)C1=NC(=CC2=C1NC1=CC=CC=C21)C(=O)O 1-ethyl-9H-pyrido[3,4-b]indole-3-carboxylic acid